IC(CCCC(OCC1=CC=CC=C1)OC(CCCC(C)I)OCC1=CC=CC=C1)C 4-iodopentylbenzyloxymethyl ether